BrCC(CBr)(C)OC1OCCCC1 2-((1,3-dibromo-2-methylpropan-2-yl)oxy)tetrahydro-2H-pyran